COC1=NC(=NC(=N1)OC)OC1=CC=C(C=C1)[N+](=O)[O-] 2,4-dimethoxy-6-(4-nitrophenoxy)-1,3,5-triazine